CCCCCCCCCCCCCCCC.[Ag] silver hexadecane